N1=C(C=CC=C1)[C@@H](C)NC(=O)[C@@H]1CN(CC[C@H]1NC(=O)C=1N=NN(C1)C1=C(C=C(C=C1)F)F)C1C(CCC1)C |o1:11,16| (3R*,4R*)-4-{[1-(2,4-Difluoro-phenyl)-1H-[1,2,3]triazole-4-carbonyl]-amino}-1-(2-methyl-cyclopentyl)-piperidine-3-carboxylic acid ((R)-1-pyridin-2-yl-ethyl)-amide